Cl.C1NC[C@H]2[C@@H]1CC(C2)OC2=CC=C(C=C2)NC2C(NC(CC2)=O)=O 3-((4-(((3aR,5r,6aS)-octahydrocyclopenta[c]pyrrol-5-yl)oxy)phenyl)amino)piperidine-2,6-dione hydrochloride